NCC1=CC=C(C=C1)NC(C1=CC=C(C(=O)NC2=NC=C(N=C2)C=2CCNCC2)C=C1)=O N-(4-aminomethyl-phenyl)-N'-[5-(1,2,3,6-tetrahydro-pyridin-4-yl)-pyrazin-2-yl]-terephthalamide